O=C1C(=C(C=NN1COCC[Si](C)(C)C)N1CC2=NC=C(C=C2C1)OC1CCN(CC1)C(=O)OC(C)(C)C)C(F)(F)F tert-butyl 4-([6-[6-oxo-5-(trifluoromethyl)-1-[[2-(trimethylsilyl)ethoxy]methyl]-1,6-dihydropyridazin-4-yl]-5H,6H,7H-pyrrolo[3,4-b]pyridin-3-yl]oxy)piperidine-1-carboxylate